C(C)(C)(C)NC(=O)[C@@H]1[C@]2(C)[C@@H](CC1)[C@@H]1CC=C3C=CCC[C@]3(C)[C@H]1CC2 17β-(N-tert-butyl-carbamoyl)androstane-3,5-diene